[Y].[Al].[Y] yttrium aluminum yttrium